C1CC12NCCN(C2)C2=CC=C(N=N2)C2=NC=C(C=C2O)C2=CC1=CN(N=C1C(=C2)F)C 2-[6-(4,7-diazaspiro[2.5]oct-7-yl)pyridazin-3-yl]-5-(7-fluoro-2-methyl-2H-indazol-5-yl)pyridin-3-ol